2-(3-chlorophenyl)-1-(3-fluorophenyl)-2-methylpropyl (4-methyl-1-oxo-1-((1-oxo-3-(2-oxopyrrolidin-3-yl)propan-2-yl)amino)pentan-2-yl)carbamate CC(CC(C(NC(C=O)CC1C(NCC1)=O)=O)NC(OC(C(C)(C)C1=CC(=CC=C1)Cl)C1=CC(=CC=C1)F)=O)C